NC(CN(C(=O)C1=NC(=CN=C1)C=1NC2=CC=C(C=C2C1C)OC(F)(F)F)C)(C)C N-(2-amino-2-methylpropyl)-N-methyl-6-(3-methyl-5-(trifluoromethoxy)-1H-indol-2-yl)pyrazine-2-carboxamide